3-((4',5-dichloro-[1,1'-biphenyl]-3-yl)oxy)-1-((4-methyl-5-oxo-4,5-dihydro-1H-1,2,4-triazol-3-yl)methyl)-4-(trifluoromethyl)pyridin-2(1H)-one ClC1=CC=C(C=C1)C1=CC(=CC(=C1)Cl)OC=1C(N(C=CC1C(F)(F)F)CC1=NNC(N1C)=O)=O